1-[(2-cyanopyridin-4-yl)methyl]-3-(2,4,4-trimethyl-cyclohexyl)urea C(#N)C1=NC=CC(=C1)CNC(=O)NC1C(CC(CC1)(C)C)C